FC(N1N=CC(=N1)C1(CC(C=2C=NC=3N(C21)N=C(C3)F)C(=O)OC)C)F methyl 8-(2-(difluoromethyl)-2H-1,2,3-triazol-4-yl)-2-fluoro-8-methyl-7,8-dihydro-6H-cyclopenta[e]pyrazolo[1,5-a]pyrimidine-6-carboxylate